tellurogermanate [GeH](=[Te])[O-]